(S)-Benzhydryl-2-phenylbutanoate C(C1=CC=CC=C1)(C1=CC=CC=C1)OC([C@@H](CC)C1=CC=CC=C1)=O